2-(2-(2,6-dioxopiperidin-3-yl)-3-oxoisoindolin-5-yl)-N-(5-(3-fluorophenyl)thiazol-2-yl)acetamide O=C1NC(CCC1N1CC2=CC=C(C=C2C1=O)CC(=O)NC=1SC(=CN1)C1=CC(=CC=C1)F)=O